N[C@H](C(=O)O)CC1=CNC2=CC(=CC=C12)F (S)-2-amino-3-(6-fluoro-1H-indol-3-yl)propionic acid